COC1=CC=C(C=C1)C=CC(=O)[O-] 3-(p-methoxyphenyl)acrylate